ClCC1(CC(=NO1)S(=O)(=O)CC1=C(C(=C(C(=C1F)F)CO)F)F)C (4-(((5-(chloromethyl)-5-methyl-4,5-dihydroisoxazol-3-yl)sulfonyl)methyl)-2,3,5,6-tetrafluorophenyl)methanol